CS(=O)(=O)COC1=CC=C(C=C1)NC=1N=CC2=C(N1)CN(CC2)C(=O)OC(C)(C)C tert-butyl 2-{[4-(methanesulfonylmethoxy)phenyl]amino}-5H,6H,7H,8H-pyrido[3,4-d]pyrimidine-7-carboxylate